3-(perfluorobutyl)-2-hydroxypropyl methacrylate 2-(perfluorooctyl)ethyl-methacrylate FC(C(C(C(C(C(C(C(F)(F)F)(F)F)(F)F)(F)F)(F)F)(F)F)(F)F)(CCOC(C(=C)C)=O)F.C(C(=C)C)(=O)OCC(CC(C(C(C(F)(F)F)(F)F)(F)F)(F)F)O